Cl.NC=1C=NN2C1C(=C(C=C2)C(=O)OC)OC Methyl 3-amino-4-methoxypyrazolo[1,5-a]pyridine-5-carboxylate hydrochloride